3-(3-(3-(4-chlorophenyl)thioureido)azetidin-1-yl)-2-(1H-pyrrol-1-yl)benzoic acid ClC1=CC=C(C=C1)NC(NC1CN(C1)C=1C(=C(C(=O)O)C=CC1)N1C=CC=C1)=S